dimethyl 5-iodoisophthalate IC=1C=C(C=C(C(=O)OC)C1)C(=O)OC